ClC1=CC(=C(COC2=NC=3CN(CCC3C=C2C(F)(F)F)CC2=NC3=C(N2C[C@H]2OCC2)C=CC(=C3)C(=O)OC)C=C1)F methyl (S)-2-((2-((4-chloro-2-fluorobenzyl)oxy)-3-(trifluoromethyl)-5,8-dihydro-1,7-naphthyridin-7(6H)-yl)methyl)-1-(oxetan-2-ylmethyl)-1H-benzo[d]imidazole-5-carboxylate